1-(sec-butyl)-1H-pyrazol C(C)(CC)N1N=CC=C1